tert-butyl-4-(4-chloropyridin-3-yl)-2-(trifluoromethyl)piperazine C(C)(C)(C)N1C(CN(CC1)C=1C=NC=CC1Cl)C(F)(F)F